C(C)OC1=CC=C(C=C1)C=1SC=C(N1)C(=O)OCC=CC but-2-en-1-yl 2-(4-ethoxyphenyl)thiazole-4-carboxylate